FC=1C=NC(=C(C(=O)N)C1)OC1C(C(C1)(F)F)(F)F 5-fluoro-2-(2,2,3,3-tetrafluorocyclobutoxy)nicotinamide